6-(4-chlorophenyl)-N-isopropyl-8-(1-methyl-1H-pyrazol-4-yl)-[1,2,4]triazolo[1,5-a]pyrazin-2-amine ClC1=CC=C(C=C1)C=1N=C(C=2N(C1)N=C(N2)NC(C)C)C=2C=NN(C2)C